FC=1C=C(C=C(C1)F)[C@@H]1CC=NN1C(=O)N1CC(C1)OC1=CC(=NC=C1F)C1=C(C=NN1C)NC(CN1CCN(CC1)C)=O (S)-N-(5-(4-((1-(5-(3,5-difluorophenyl)-4,5-dihydro-1H-pyrazole-1-carbonyl)azetidin-3-yl)oxy)-5-fluoropyridin-2-yl)-1-methyl-1H-pyrazol-4-yl)-2-(4-methylpiperazin-1-yl)acetamide